C1(=CC=CC=C1)N1C(C2=CC=CC=C2CC1)CC1=CC=C(C#N)C=C1 4-((2-phenyl-1,2,3,4-tetrahydroisoquinolin-1-yl)methyl)benzonitrile